(5-(4-fluoro-6-(tetrahydro-2H-pyran-4-yl)-1H-benzo[d]imidazol-2-yl)-1H-pyrrol-3-yl)(2-(trifluoromethyl)phenyl)methanone FC1=CC(=CC=2NC(=NC21)C2=CC(=CN2)C(=O)C2=C(C=CC=C2)C(F)(F)F)C2CCOCC2